5-bromo-2-(benzyloxy)benzaldehyde BrC=1C=CC(=C(C=O)C1)OCC1=CC=CC=C1